C(C=C)C1(CN(CC1)C(=O)OC(C)(C)C)C(=O)OC 1-(tert-butyl) 3-methyl 3-allylpyrrolidine-1,3-dicarboxylate